ethyl 2-(3-(5-(2,4-difluorophenyl)-1,3,4-thiadiazole-2-carboxamido)-1-(4-hydroxy-4-methylcyclohexyl)azetidin-3-yl)acetate FC1=C(C=CC(=C1)F)C1=NN=C(S1)C(=O)NC1(CN(C1)C1CCC(CC1)(C)O)CC(=O)OCC